(RS)-N-(4-(Morpholin-2-yl)phenyl)-2-phenylthiazole-5-carboxamide hydrochloride Cl.N1C[C@H](OCC1)C1=CC=C(C=C1)NC(=O)C1=CN=C(S1)C1=CC=CC=C1 |r|